C(C1CO1)OC(CC)[Si](OCCC)(OCCC)OCCC α-glycidoxypropyl-tripropoxysilane